5-(7-(difluoromethyl)-6-(1-methyl-1H-pyrazol-4-yl)-3,4-dihydroquinolin-1(2H)-yl)-7-methyl-1-((2-(trimethylsilyl)ethoxy)methyl)-1H-pyrrolo[2,3-c]pyridine-3-carboxylic acid methyl ester COC(=O)C1=CN(C2=C(N=C(C=C21)N2CCCC1=CC(=C(C=C21)C(F)F)C=2C=NN(C2)C)C)COCC[Si](C)(C)C